tert-butyl (R)-3-(2-hydroxyethyl)-1-oxo-2,8-diazaspiro[4.5]decane-8-carboxylate OCC[C@@H]1NC(C2(C1)CCN(CC2)C(=O)OC(C)(C)C)=O